C(#N)C1N(CC(C1)(F)F)C(CNC(C1=CC=NC=C1)=O)=O N-(2-(2-cyano-4,4-difluoropyrrolidin-1-yl)-2-oxoethyl)isonicotinamide